N-methyl-2,6-dimethylpiperidine CN1C(CCCC1C)C